The molecule is a chloroalkane that is propane in which a hydrogen from each of the terminal methyl groups has been replaced by a chlorine. It has a role as an environmental contaminant and a nematicide. It is a chloroalkane and a chlorohydrocarbon. C(CCl)CCl